diglyceryl-amide C(C(O)CO)[N-]CC(O)CO